8-cyclopentyl-2-(methylsulfanyl)-7-oxopyrido[2,3-d]pyrimidin-5-yl trifluoromethanesulfonate FC(S(=O)(=O)OC1=CC(N(C=2N=C(N=CC21)SC)C2CCCC2)=O)(F)F